6-chloro-4-methyl-3,4-dihydro-2H-benzo[b][1,4]oxazine-2-carboxylic acid ClC1=CC2=C(OC(CN2C)C(=O)O)C=C1